7-bromo-N-(1H-indol-6-ylmethyl)quinoxalin-2-amine BrC1=CC=C2N=CC(=NC2=C1)NCC1=CC=C2C=CNC2=C1